4-(4-bromo-3-chlorophenyl)-1,2,3,6-tetrahydropyridine TFA salt OC(=O)C(F)(F)F.BrC1=C(C=C(C=C1)C=1CCNCC1)Cl